4,5-dicyano-imidazolate C(#N)C=1N=C[N-]C1C#N